4,5-Dideuterio-1-[2,4-dichloro-3-(trifluoromethyl)phenyl]triazol [2H]C=1N=NN(C1[2H])C1=C(C(=C(C=C1)Cl)C(F)(F)F)Cl